NC=1C(=C(C=CC1)C=1N=C(SC1C1=NC(=NC=C1)NC1CCC(CC1)S(=O)(=O)C)C12CC(C1)(C2)C(F)(F)F)F 4-(4-(3-Amino-2-fluorophenyl)-2-(3-(trifluoromethyl)-bicyclo[1.1.1]pentan-1-yl)thiazol-5-yl)-N-((1r,4r)-4-(methylsulfonyl)cyclohexyl)pyrimidin-2-amine